(R)-N-(2-(4-(4-cyclopropylpiperazin-1-yl)piperidin-1-yl)-4-meth-oxy-5-((6-(3-(3-(3-(trifluoromethyl)-phenoxy)phenyl)-isoxazolidin-2-yl)pyrimidin-4-yl)amino)phenyl)-acrylamide C1(CC1)N1CCN(CC1)C1CCN(CC1)C1=C(C=C(C(=C1)OC)NC1=NC=NC(=C1)N1OCC[C@@H]1C1=CC(=CC=C1)OC1=CC(=CC=C1)C(F)(F)F)NC(C=C)=O